(4R)-4-hydroxyvaleric acid O[C@@H](CCC(=O)O)C